1-[2-(1-fluoronaphthalen-2-yl)-3-(pyridin-4-yl)-6,7-dihydropyrazolo[1,5-a]pyrazin-5(4H)-yl]prop-2-en-1-one FC1=C(C=CC2=CC=CC=C12)C1=NN2C(CN(CC2)C(C=C)=O)=C1C1=CC=NC=C1